thioadipate C(CCCCC(=O)[O-])(=S)[O-]